2-((tert-butoxycarbonyl)amino)-3-(4-hydroxy-3-iodo-phenyl)propionic acid C(C)(C)(C)OC(=O)NC(C(=O)O)CC1=CC(=C(C=C1)O)I